(R)-Methyl 3-(4,6-dichloropyrimidin-5-yl)butanoate ClC1=NC=NC(=C1[C@@H](CC(=O)OC)C)Cl